ClC1=C(C=CC=C1N1C(NC2=NC(=CN=C2C1=O)Cl)=O)NC(C1=CC=CC=C1)=O N-(2-chloro-3-(7-chloro-2,4-dioxo-1,2-dihydropteridine-3(4H)-yl)phenyl)benzamide